FC=1C=C(C=CC1)CC(=O)NC(C(=O)O)CCN(CCCCC1=NC=2NCCCC2C=C1)CCOC1=CC=CC=C1 2-[[2-(3-fluorophenyl)acetyl]amino]-4-[2-phenoxyethyl-[4-(5,6,7,8-tetrahydro-1,8-naphthyridin-2-yl)butyl]amino]butanoic acid